COC(=O)C=1N=C(OC1C1=C2C=CNC2=CC=C1)C1=CC(=CC=C1)OC 5-(1H-indol-4-yl)-2-(3-methoxyphenyl)oxazole-4-carboxylic acid methyl ester